bis(2-butyloctyl) 10-(((heptylthio)carbonyl)((1-methylpiperidin-3-yl)methyl)amino)nonadecanedioate C(CCCCCC)SC(=O)N(C(CCCCCCCCC(=O)OCC(CCCCCC)CCCC)CCCCCCCCC(=O)OCC(CCCCCC)CCCC)CC1CN(CCC1)C